4-[2-fluoro-4-(trifluoromethyl)phenyl]-N-[(3R)-1-methylpiperidin-3-yl]phthalazin-1-amine FC1=C(C=CC(=C1)C(F)(F)F)C1=NN=C(C2=CC=CC=C12)N[C@H]1CN(CCC1)C